C(#N)C(=CC=1C=C(OCCC(=O)O)C=CC1)C1=NC=CC=C1 3-(3-(2-cyano-2-(pyridin-2-yl)vinyl)phenoxy)propionic acid